(R)-3-(1-((4-methyl-7-morpholinophthalazin-1-yl)amino)ethyl)benzonitrile CC1=NN=C(C2=CC(=CC=C12)N1CCOCC1)N[C@H](C)C=1C=C(C#N)C=CC1